1,2,3,4,4a,5,8,8a-octahydro-1,4:5,8-dimethanonaphthalen C12CCC(C3C4C=CC(C13)C4)C2